C(C)(C)(C)C1=CC=C(C=C1)N(C(=O)[C@@H]1N(C[C@@H](C1)O)C#N)C(C(=O)NCCN1CCOCC1)C=1C=NC=CC1 (2R,4R)-N-(4-(tert-butyl)phenyl)-1-cyano-4-hydroxy-N-(2-((2-morpholinoethyl)amino)-2-oxo-1-(pyridin-3-yl)ethyl)pyrrolidine-2-carboxamide